BrC1=NN2C(N(C3=C(C2=O)CN(C3=O)C(C)C)CC(=O)OC)=C1 methyl [2-bromo-5,8-dioxo-6-(propan-2-yl)-5,6,7,8-tetrahydro-4H-pyrazolo[1,5-a]pyrrolo[3,4-d]pyrimidin-4-yl]acetate